7-(boronomethyl)-2-azaspiro[4.5]decane-1-carboxylic acid B(O)(O)CC1CC2(CCNC2C(=O)O)CCC1